C(C)OC(=O)C1CN(CC1=O)C(=O)OCC1=CC=CC=C1 4-oxopyrrolidine-1,3-dicarboxylic acid 1-benzyl ester 3-ethyl ester